[121Sb] The molecule is the stable isotope of antimony with relative atomic mass 120.903818, 57.2 atom percent natural abundance and nuclear spin 5/2. It is an antimony(0) and an antimony atom.